1,5-bis(methacryloyloxy)-2,2,3,3,4,4-hexafluorohexane C(C(=C)C)(=O)OCC(C(C(C(C)OC(C(=C)C)=O)(F)F)(F)F)(F)F